2-[(1-methyl-1H-tetrazol-5-yl)sulfanyl]-5-nitro-N-(pyrimidin-2-yl)benzamide CN1N=NN=C1SC1=C(C(=O)NC2=NC=CC=N2)C=C(C=C1)[N+](=O)[O-]